N-acetyl-L-cysteine butyl ester C(CCC)OC([C@@H](NC(C)=O)CS)=O